6-Chloro-7-methoxy-2-methyl-3-(3'-(trifluoromethoxy)-[1,1'-biphenyl]-4-yl)quinolin-4(1H)-one ClC=1C=C2C(C(=C(NC2=CC1OC)C)C1=CC=C(C=C1)C1=CC(=CC=C1)OC(F)(F)F)=O